2-cyano-3,3-diphenylpropa-2-enoic acid 2-ethylhexyl ester C(C)C(COC(C(=C(C1=CC=CC=C1)C1=CC=CC=C1)C#N)=O)CCCC